2-cyclohexyl-2,4,6-triisopropylbiphenyl C1(CCCCC1)C1(C(=C(C=C(C1)C(C)C)C(C)C)C1=CC=CC=C1)C(C)C